2-{[4-({6-[(4-chloro-cyanophenoxy)methyl]pyridin-2-yl}oxy)piperidin-1-yl]methyl}-1-[(1,3-oxazol-2-yl)methyl]-1H-1,3-benzodiazole-6-carboxylic acid ClC1=CC(=C(OCC2=CC=CC(=N2)OC2CCN(CC2)CC2=NC3=C(N2CC=2OC=CN2)C=C(C=C3)C(=O)O)C=C1)C#N